BrC(C)C=1C=C(C=C2C(=CC(=NC12)Cl)Cl)C 8-(1-Bromoethyl)-2,4-dichloro-6-methylquinoline